2,2'-bis(trifluoromethyl)diaminobiphenyl-diamine FC(C1(C(=CC(=C(C1N)N)N)C1=C(C=CC=C1)C(F)(F)F)N)(F)F